CC1=NC2=CC=C(C=C2C(=C1)N)NC=1C2=C(N=C(N1)C1=CC=C(C=C1)N1CCOCC1)C=CS2 2-methyl-N6-(2-(4-morpholinylphenyl)thieno[3,2-d]pyrimidin-4-yl)quinoline-4,6-diamine